C(=O)C1CCC(CC1)NC(OC(C)(C)C)=O tert-Butyl N-(4-formylcyclohexyl)carbamate